3-hydroxy-5-dodecenoic acid OC(CC(=O)O)CC=CCCCCCC